N-(3-(2-hydroxynaphthalen-1-yl)-4-hydroxyphenyl)-4-toluenesulfonamide OC1=C(C2=CC=CC=C2C=C1)C=1C=C(C=CC1O)NS(=O)(=O)C1=CC=C(C)C=C1